Cl.COC(=O)[C@]1(C[C@H](CCC1)C)N (1S,3S)-1-amino-3-methylcyclohexane-1-carboxylic acid methyl ester hydrochloride